NC1=NC=CC=C1C1=NC=2C(=NC=CC2)N1C1=CC=C(C=C1)CNC([O-])=O [[4-[2-(2-amino-3-pyridyl)imidazo[4,5-b]pyridin-3-yl]phenyl]methyl]carbamate